C(#N)N1C2C(CC1CC2)NC(C2=CC=C(C=C2)NC2=NC=CC=N2)=O endo-N-(7-cyano-7-azabicyclo[2.2.1]heptan-2-yl)-4-(2-pyrimidinylamino)benzamide